CC1(OCC2N1CCN(C2C)C(=O)OC(C)(C)C)C tert-Butyl 3,3,8-trimethyl-5,6,8,8a-tetrahydro-1H-oxazolo[3,4-a]pyrazine-7-carboxylate